CC1(C(CC(O1)=O)=O)C 5,5-dimethylfuran-2,4(3H,5H)-dione